NC1=NC(=CC2=C1N(C=N2)C(C)C)C2=CC=C1C(C(N(C1=C2)C2CC(C2)N2CCCCC2)=O)(C)C 6-(4-amino-3-isopropyl-3H-imidazo[4,5-c]pyridin-6-yl)-3,3-dimethyl-1-((1s,3s)-3-(piperidin-1-yl)cyclobutyl)indolin-2-one